NC1CCN(CC1)C(=O)C1=CC(=C(S1)C1=CC(=C(C=C1)OC)OCC1=CC=CC=C1)C1=CC(=C(C#N)C=C1)F 4-(5-(4-aminopiperidin-1-carbonyl)-2-(3-(benzyloxy)-4-methoxyphenyl)thiophen-3-yl)-2-Fluorobenzonitrile